L-cysteine hydrochloride Cl.N[C@@H](CS)C(=O)O